FC1=CC=C(C=C1)COC1=C(C(=NN1C(=O)C1=COC=C1C)C1N(CC1C(F)(F)F)C(=O)N1CCOCC1)C#N 5-[(4-fluorophenyl)methoxy]-1-(4-methylfuran-3-carbonyl)-3-[1-(morpholine-4-carbonyl)-3-(trifluoromethyl)azetidin-2-yl]-1H-pyrazole-4-carbonitrile